4-(5-methylpyridine-2-yl)-3-oxobutanoate CC=1C=CC(=NC1)CC(CC(=O)[O-])=O